[N+](=O)([O-])C1=CC(=NN1)C1=NC2=C(N1C(=O)OC(C)(C)C)C=CC=C2 tert-butyl 2-(5-nitro-1H-pyrazol-3-yl)benzimidazole-1-carboxylate